iso-tridecyl maleate C(\C=C/C(=O)[O-])(=O)OCCCCCCCCCCC(C)C